(S)-tert-butyl (1'-(5-((5-chloro-3-(2-hydroxy-2-methylpropyl)-4-oxo-3,4-dihydro Quinazoline-6-yl)thio)pyrazin-2-yl)-5-methoxy-1,3-dihydrospiro[indene-2,4'-piperidin]-3-yl)carbamate ClC1=C2C(N(C=NC2=CC=C1SC=1N=CC(=NC1)N1CCC2(CC1)CC1=CC=C(C=C1[C@H]2NC(OC(C)(C)C)=O)OC)CC(C)(C)O)=O